NC1=NC=2C=CC(=CC2C=2N1C=NC2)C(=O)N(CC2=NC=C(C=C2)C(F)(F)F)CC 5-amino-N-ethyl-N-((5-(trifluoromethyl)pyridin-2-yl)methyl)imidazo[1,5-c]quinazoline-9-carboxamide